BrC=1C(=NC=C(C(=O)OC)C1)C methyl 5-bromo-6-methylnicotinate